N1(CCC2=CC=CC=C12)C1=CC=C(C=O)C=C1 4-(indolin-1-yl)benzaldehyde